(±)-6-Methyl-2-(3-((2-(trifluoromethyl)benzyl)oxy)pyrrolidin-1-yl)pyrimidine CC1=CC=NC(=N1)N1C[C@@H](CC1)OCC1=C(C=CC=C1)C(F)(F)F |r|